Tert-butyl (1S)-1-(2-(2-hydroxyethyl)cyclopropyl)-3-methylbutylcarbamate OCCC1C(C1)[C@H](CC(C)C)NC(OC(C)(C)C)=O